N-(3-(6-(4-((3-chloropyridin-2-yl)oxy)-2-fluorophenyl)quinazolin-8-yl)phenyl)acrylamide ClC=1C(=NC=CC1)OC1=CC(=C(C=C1)C=1C=C2C=NC=NC2=C(C1)C=1C=C(C=CC1)NC(C=C)=O)F